[Si](C1=CC=CC=C1)(C1=CC=CC=C1)(C(C)(C)C)OCC1CN(C1)C1=CC2=C(C(=NO2)N2C(N(C(CC2)=O)CC2=CC=C(C=C2)OC)=O)C=C1 1-(6-(3-(((tert-butyldiphenylsilyl)oxy)methyl)azetidin-1-yl)benzo[d]isoxazol-3-yl)-3-(4-methoxybenzyl)dihydropyrimidine-2,4(1H,3H)-dione